C(C=C)C1=CC=C(C=C1)C1=NOC(=N1)C(F)(F)F 3-[4-(2-propen-1-yl)phenyl]-5-(trifluoromethyl)-1,2,4-oxadiazole